FC1(CC(C1)C(C)N1N=C(C(=C1C(=O)NC1=CC(=NC=C1)S(=O)(=O)C)C)C(C)(F)F)F 1-(1-(3,3-difluorocyclobutyl)ethyl)-3-(1,1-difluoroethyl)-4-methyl-N-(2-(methylsulfonyl)pyridin-4-yl)-1H-pyrazole-5-carboxamide